C(CCCCC)OC1=NSN=C1C1=CCC[N+](C1)([O-])C 3-hexyloxy-4-(1-methyl-1-oxido-3,6-dihydro-2H-pyridin-1-ium-5-yl)-1,2,5-thiadiazole